Tert-butyl 4-(2-((4,4-dimethoxybutyl)(2-(2,6-dioxopiperidin-3-yl)-1,3-dioxoisoindolin-4-yl) amino)ethyl)piperidine-1-carboxylate COC(CCCN(CCC1CCN(CC1)C(=O)OC(C)(C)C)C1=C2C(N(C(C2=CC=C1)=O)C1C(NC(CC1)=O)=O)=O)OC